benzyl (1S,3S,5S)-5-methyl-2-((4-(pyridin-2-yloxy)benzoyl)glycyl)-2-azabicyclo[3.1.0]hexane-3-carboxylate C[C@@]12C[C@H](N([C@H]2C1)C(CNC(C1=CC=C(C=C1)OC1=NC=CC=C1)=O)=O)C(=O)OCC1=CC=CC=C1